(1S,3S)-3-(8-amino-1-bromoimidazo[1,5-a]pyrazin-3-yl)-1-isopropylcyclopentanecarboxylic acid NC=1C=2N(C=CN1)C(=NC2Br)[C@@H]2C[C@](CC2)(C(=O)O)C(C)C